C(=O)(C(=C)C)O[SiH3] methacryl-oxysilane